(S)-4-(5-(5-fluoro-2-methoxypyridin-4-yl)-1H-pyrazole-3-carbonyl)-N-(((R,3R)-1-imino-2,2-dimethyl-1-oxidotetrahydro-1H-1λ6-thiophen-3-yl)methyl)-4-azaspiro[2.5]octane-7-carboxamide FC=1C(=CC(=NC1)OC)C1=CC(=NN1)C(=O)N1C2(CC2)C[C@H](CC1)C(=O)NC[C@@H]1C([S@@](CC1)(=O)=N)(C)C